C(C)(C)(C)N1C[C@H]([C@H](CC1)NC1=C2C=C(N(C2=CC=C1)CC(F)(F)F)C#CCNC1=C(C=C(C(=O)NC)C=C1)OC([2H])([2H])[2H])F 4-[3-[4-[[(3R,4S)-1-tert-butyl-3-fluoro-4-piperidyl]amino]-1-(2,2,2-trifluoroethyl)indol-2-yl]prop-2-ynylamino]-N-methyl-3-(trideuteriomethoxy)benzamide